ClC1=CC=C(C=C1)C=1C(=CC=CC1)C(=O)N1C2CNCC1CC2 8-(4'-chloro-[1,1'-biphenyl]-2-carbonyl)-3,8-diazabicyclo[3.2.1]octane